5-((6-(4-methoxyphenyl)pyridin-3-yl)methylene)thiazolidine-2,4-dione tert-Butyl-(2S,3R,6S)-2,6-dimethyl-3-(((5-(trifluoromethyl)pyrazin-2-yl)amino)methyl)morpholine-4-carboxylate C(C)(C)(C)OC(=O)N1[C@@H]([C@@H](O[C@H](C1)C)C)CNC1=NC=C(N=C1)C(F)(F)F.COC1=CC=C(C=C1)C1=CC=C(C=N1)C=C1C(NC(S1)=O)=O